C(C=C)(=O)N[C@@H](C)C(=O)NC1(CCC(CC1)(F)F)C1=CC=C(C=C1)[C@H](C)NC=1N=CC2=C(N1)N(C(C=C2)=O)C(C)C N2-acryloyl-N-(4,4-difluoro-1-{4-[(1S)-1-{[7-oxo-8-(propan-2-yl)-7,8-dihydropyrido[2,3-d]pyrimidin-2-yl]amino}ethyl]phenyl}cyclohexyl)-L-alaninamid